6-bromo-4-(chloromethyl)phthalazin-1(2H)-one BrC=1C=C2C(=NNC(C2=CC1)=O)CCl